7-(4-chlorobenzyl)-8-(3-(cyclopentylamino)-3-methylbut-1-yn-1-yl)-1-(3-hydroxypropyl)-3-methyl-3,7-dihydro-1H-purine-2,6-dione ClC1=CC=C(CN2C(=NC=3N(C(N(C(C23)=O)CCCO)=O)C)C#CC(C)(C)NC2CCCC2)C=C1